4-amino-1-[4-[4-[2-cyclopropyl-6-[difluoro(phenyl)methyl]pyrimidin-4-yl]piperazin-1-yl]sulfonylphenyl]pyrrolidin-2-one NC1CC(N(C1)C1=CC=C(C=C1)S(=O)(=O)N1CCN(CC1)C1=NC(=NC(=C1)C(C1=CC=CC=C1)(F)F)C1CC1)=O